ONC(=O)C1CN(C1)C1=CC(=C2C(C(=CN(C2=N1)C=1SC=CN1)C(=O)O)=O)C 7-[3-(hydroxycarbamoyl)azetidin-1-yl]-5-methyl-4-oxo-1-(1,3-thiazol-2-yl)-1,4-dihydro-1,8-naphthyridine-3-carboxylic acid